2-(3-((2-amino-4-methyl-6-((1-(methylthio)heptan-3-yl)amino)pyrimidin-5-yl)methyl)-4-methoxyphenyl)acetonitrile NC1=NC(=C(C(=N1)C)CC=1C=C(C=CC1OC)CC#N)NC(CCSC)CCCC